C(#N)C1=C(C=CC=C1)C1=CC=C2C(CCOC2=C1)(C)NC(O[C@@H]1CN2CCC1CC2)=O (S)-quinuclidin-3-yl (7-(2-cyanophenyl)-4-methylchroman-4-yl)carbamate